6-chloro-5-[4-[3-(dimethylamino)propoxy]phenyl]-3-[hydroxy-(3-methoxyisoxazol-5-yl)methylene]indolin-2-one ClC1=C(C=C2C(C(NC2=C1)=O)=C(C1=CC(=NO1)OC)O)C1=CC=C(C=C1)OCCCN(C)C